(R)-2-methyl-N-(pyrazolo[1,5-a]pyridin-5-ylmethylene)propane-2-sulfinamide CC(C)(C)[S@@](=O)N=CC1=CC=2N(C=C1)N=CC2